rel-2-((3R,4R)-4-(((6-((((R)-6,6-dimethyltetrahydro-2H-pyran-3-yl)methyl)(ethyl)amino)-5-fluoropyrimidin-4-yl)amino)methyl)-3-hydroxypiperidin-1-yl)acetamide CC1(CC[C@@H](CO1)CN(C1=C(C(=NC=N1)NC[C@@H]1[C@H](CN(CC1)CC(=O)N)O)F)CC)C |o1:4,17,18|